N-[4-(Chlorodifluoro-methoxy)phenyl]-1-[1-(difluoromethyl)-1H-pyrazol-4-yl]-6-oxo-1,6-dihydropyridine-3-carboxamide ClC(OC1=CC=C(C=C1)NC(=O)C1=CN(C(C=C1)=O)C=1C=NN(C1)C(F)F)(F)F